7-chloro-4-methoxy-1-phenyl-quinazolin-2(1H)-one ClC1=CC=C2C(=NC(N(C2=C1)C1=CC=CC=C1)=O)OC